NC=1C=2N(C3=C(N1)C=NC(=C3)C(=O)N(C(C)C3=CC=C(C=C3)C(F)(F)F)C3CC3)C=NC2 4-amino-N-cyclopropyl-N-(1-(4-(trifluoromethyl)phenyl)ethyl)imidazo[1,5-a]pyrido[3,4-e]pyrazine-8-formamide